CC=1SC=C(N1)N1N=CC(=C1)CC(=O)O 2-[1-(2-methyl-1,3-thiazol-4-yl)-1H-pyrazol-4-yl]acetic acid